3-benzyl-1-methyl-7-(methylsulfonyl)-3,4-dihydropyrimido[4,5-d]pyrimidin-2(1H)-one C(C1=CC=CC=C1)N1C(N(C2=NC(=NC=C2C1)S(=O)(=O)C)C)=O